C(#N)C=1C=C(C=NC1OC(F)(F)F)NC(=O)C1CC(C2=C1C=NC=1N2N=C(C1)F)(C=1C=NN(C1)C)C N-(5-cyano-6-(trifluoromethoxy)pyridin-3-yl)-2-fluoro-8-methyl-8-(1-methyl-1H-pyrazol-4-yl)-7,8-dihydro-6H-cyclopenta[e]pyrazolo[1,5-a]pyrimidine-6-carboxamide